COC=1C=C(C=CC1OCC#C)/C=C/C(=O)NC1=C(C(=O)NCCC2=NC=CC=C2)C=CC=C1 (E)-2-(3-(3-methoxy-4-(prop-2-yn-1-yloxy)phenyl)acrylamido)-N-(2-(pyridin-2-yl)ethyl)benzamide